C(#N)C1=C(C=NC=C1)C1=CC(=C(C=C1)NC(=O)C1=NC(=NC=C1)C1=C(C=CC=C1OC)F)N1CCN(CC1)C(CCNC=1C=C2C(N(C(C2=CC1)=O)C1C(NC(CC1)=O)=O)=O)=O N-(4-(4-cyanopyridin-3-yl)-2-(4-(3-((2-(2,6-dioxopiperidin-3-yl)-1,3-dioxoisoindolin-5-yl)amino)propanoyl)piperazin-1-yl)phenyl)-2-(2-fluoro-6-methoxyphenyl)pyrimidine-4-carboxamide